1-[2-(3-chlorophenyl)ethyl]-3-[(4-methanesulfonylphenoxy)methyl]-4-methylpyrrolidine ClC=1C=C(C=CC1)CCN1CC(C(C1)C)COC1=CC=C(C=C1)S(=O)(=O)C